C1(CCC1)[N+](=CCCC1=C(C=C(C=C1)CC(C)C)C)[O-] N-cyclobutyl-3-(4-isobutyl-2-methylphenyl)propan-1-imine oxide